(R)-5-amino-10-isopropyl-13,13-dimethyl-4,11-dioxo-2-(3-(3-(2,2,4,6,7-pentamethyl-2,3-dihydrobenzofuran-5-ylsulfonyl)guanidino)propyl)-12-oxa-3,5,10-triazatetradecane NN(C(N[C@H](C)CCCNC(=N)NS(=O)(=O)C=1C(=C(C2=C(CC(O2)(C)C)C1C)C)C)=O)CCCCN(C(OC(C)(C)C)=O)C(C)C